FC=1C=C(C=CC1NC([C@@H]1N(CCC1)C(NC1=CC=C(C=C1)C(C)C)=O)=O)C1=CC=C(C=C1)C(=O)O 3'-Fluoro-4'-[(1-{[4-(propan-2-yl)phenyl]carbamoyl}-D-prolyl)amino][1,1'-biphenyl]-4-carboxylic acid